The molecule is a sphingomyelin d18:1 in which the N-acyl group is specified as docosanoyl It has a role as a mouse metabolite. It is a sphingomyelin 40:1 and a sphingomyelin d18:1. It derives from a docosanoic acid. CCCCCCCCCCCCCCCCCCCCCC(=O)N[C@@H](COP(=O)([O-])OCC[N+](C)(C)C)[C@@H](/C=C/CCCCCCCCCCCCC)O